[O-]CC.[O-]CC.[O-]CC.[Al+3].COC=1C(=CC(=C(C1)N1CCC(CC1)=O)[N+](=O)[O-])NC1=NC=NC(=C1)N1OCC[C@@H]1C1=CC=CC=C1 (R)-1-(5-methoxy-2-nitro-4-((6-(3-phenylisoxazolidin-2-yl)pyrimidin-4-yl)amino)phenyl)piperidin-4-one aluminum(III) triethoxide